1-(4-(4-amino-7-cyclopropyl-7H-pyrrolo[2,3-d]pyrimidin-5-yl)-2-fluorophenyl)-3-(5-methylisoxazol-3-yl)urea NC=1C2=C(N=CN1)N(C=C2C2=CC(=C(C=C2)NC(=O)NC2=NOC(=C2)C)F)C2CC2